NC1=CC(=C(C=C1)C=1CCN(CC1)C(=O)OC(C)(C)C)C#N tert-butyl 4-(4-amino-2-cyano-phenyl)-3,6-dihydro-2H-pyridine-1-carboxylate